4-(bromomethyl)benzo[d]oxazole BrCC1=CC=CC2=C1N=CO2